C(C)[Si](C#C)(F)CC diethyl-(fluoro)(ethynyl)silane